ClC=1C(=C(C=CC1F)N(C(=O)[C@H]1N(C(N(C1)CC1CN(C1)C(=O)OC(C)(C)C)=O)C1=NC(=CC(=C1)C(F)(F)F)C)C)F (S)-tert-butyl 3-((4-((3-chloro-2,4-difluorophenyl)(methyl)carbamoyl)-3-(6-methyl-4-(trifluoromethyl)pyridin-2-yl)-2-oxoimidazolidin-1-yl)methyl)azetidine-1-carboxylate